1-(2-bromo-4-fluorophenyl)-3-(6-methoxy-2-vinylpyridin-3-yl)-6-(trifluoromethyl)-2,3-dihydroquinazolin-4(1H)-one BrC1=C(C=CC(=C1)F)N1CN(C(C2=CC(=CC=C12)C(F)(F)F)=O)C=1C(=NC(=CC1)OC)C=C